C(=O)[O-].FC1=C(C=CC(=C1F)OC)C1=CN=C2N1C=CN=C2NC=2C=C1CCN(C(C1=CC2)=O)CCOCC[N+](C)(C)C 2-[2-[6-[[3-(2,3-Difluoro-4-methoxy-phenyl)imidazo[1,2-a]pyrazin-8-yl]amino]-1-oxo-3,4-dihydroisoquinolin-2-yl]ethoxy]ethyl-trimethyl-ammonium formate